(R)- or (S)-7-(2-Cyclopropyl-benzyl)-5-(2'-methoxy-4'-trifluoromethyl-3,4,5,6-tetrahydro-2H-[1,3']bipyridinyl-4-yl)-2,4-dimethyl-2,4,5,7-tetrahydro-pyrazolo[3,4-d]pyrimidin-6-one C1(CC1)C1=C(CN2C(N([C@@H](C=3C2=NN(C3)C)C)C3CCN(CC3)C=3C(=NC=CC3C(F)(F)F)OC)=O)C=CC=C1 |o1:9|